4'-methyl[1,1'-biphenyl]-4-ol CC1=CC=C(C=C1)C1=CC=C(C=C1)O